1-amino-4-[di(2-hydroxyethyl)amino]-2-nitrobenzene hydrochloride Cl.NC1=C(C=C(C=C1)N(CCO)CCO)[N+](=O)[O-]